(8R,9R,10S)-10-(hydroxymethyl)-N-(4-methoxyphenyl)-9-[4-(pyridin-3-yl)phenyl]-1,6-diazabicyclo[6.2.0]decane-6-carboxamide OC[C@@H]1[C@@H]([C@@H]2CN(CCCCN12)C(=O)NC1=CC=C(C=C1)OC)C1=CC=C(C=C1)C=1C=NC=CC1